8-(aminomethyl)quinolin-6-ol NCC=1C=C(C=C2C=CC=NC12)O